C(C1=CC=CC=C1)OC1=CC=C2C(=C(C=NC2=C1)CO)Cl (7-(benzyloxy)-4-chloroquinolin-3-yl)methanol